C(C1=CC=CC=C1)OC1=C2C(=CNC2=CC=C1)C1CN(CC1)CCCC1=NOC(=N1)C(C)C 4-(benzyloxy)-3-(1-(3-(5-(propan-2-yl)-1,2,4-oxadiazol-3-yl)propyl)pyrrolidin-3-yl)-1H-indole